tert-butyl 4-((4-bromo-2-cyanofuro[2,3-c]pyridin-5-yl)thio)piperidine-1-carboxylate BrC1=C2C(=CN=C1SC1CCN(CC1)C(=O)OC(C)(C)C)OC(=C2)C#N